tert-butyl (4-bromo-3-(cyclobutylthio)phenyl)carbamate BrC1=C(C=C(C=C1)NC(OC(C)(C)C)=O)SC1CCC1